tert-Butyl 3-(7-(thiazol-2-yl)-5-(2,2,2-trifluoro-1-hydroxyethyl)benzo[d]oxazol-2-yl)-3,8-diazabicyclo[3.2.1]octane-8-carboxylate S1C(=NC=C1)C1=CC(=CC=2N=C(OC21)N2CC1CCC(C2)N1C(=O)OC(C)(C)C)C(C(F)(F)F)O